1-(5-{[(5-Chlorothiophen-2-yl)methyl]amino}-3-[1-(cyclopropylmethyl)piperidin-4-yl]-1H-pyrazol-1-yl)-2,2-dimethylpropan-1-on ClC1=CC=C(S1)CNC1=CC(=NN1C(C(C)(C)C)=O)C1CCN(CC1)CC1CC1